CC=1C(=NC(=CC1C(=O)N[C@@H]1[C@H](C1)C)C(C)C1=C2C(=CN=C1)N(C=C2)S(=O)(=O)C2=CC=CC=C2)C(=O)N methyl-N4-((1S,2S)-2-methylcyclopropyl)-6-(1-(1-(phenylsulfonyl)-1H-pyrrolo[2,3-c]Pyridin-4-yl)ethyl)pyridine-2,4-dicarboxamide